1,7-dimethyl-2-oxo-4-{4-[4-(trifluoromethoxy)phenoxy]piperidin-1-yl}-1,2-dihydroquinoline-3-carbonitrile CN1C(C(=C(C2=CC=C(C=C12)C)N1CCC(CC1)OC1=CC=C(C=C1)OC(F)(F)F)C#N)=O